COC1=C2C(CCOC2=C(C=C1)CC=C(C)C)=O 5-methoxy-8-(3-methylbut-2-en-1-yl)chroman-4-one